ClC=1C=CC(=C(C1)C1N(CCC1)C1=NC=2N(C=C1)N=CC2C=2C=CC(=C(C#N)C2)P(=O)(C)C)F 5-(5-(2-(5-chloro-2-fluorophenyl)pyrrolidin-1-yl)pyrazolo[1,5-a]pyrimidin-3-yl)-2-(dimethylphosphoryl)benzonitrile